6-(3-(3-fluoropyrrolidin-1-yl)propoxy)pyridine FC1CN(CC1)CCCOC1=CC=CC=N1